The molecule is an organophosphate oxoanion obtained by deprotonation of the phosphate OH groups of validone 7-phosphate; major species at pH 7.3. It is a conjugate base of a validone 7-phosphate. C1[C@@H]([C@H]([C@@H]([C@H](C1=O)O)O)O)COP(=O)([O-])[O-]